4-(4-(trifluoromethyl)phenyl)piperazine FC(C1=CC=C(C=C1)N1CCNCC1)(F)F